(cis)-3-dodecadienal C=CC(\C=C/CCCCCCC)=O